(S)-(3-aminopyrrolidin-1-yl)(3-methyl-5-(4-(4-methylpiperidin-1-yl)phenyl)thiophen-2-yl)methanone N[C@@H]1CN(CC1)C(=O)C=1SC(=CC1C)C1=CC=C(C=C1)N1CCC(CC1)C